benzyl alcohol butyrate C(CCC)(=O)OCC1=CC=CC=C1